6-(2,8-Dimethylimidazo[1,2-b]pyridazin-6-yl)-4-fluoro-N-methyl-N-(2,2,6,6-tetramethylpiperidin-4-yl)-1,3-benzothiazol-2-amin CC=1N=C2N(N=C(C=C2C)C2=CC3=C(N=C(S3)N(C3CC(NC(C3)(C)C)(C)C)C)C(=C2)F)C1